Cl.C(C#C)OCC1CCNCC1 4-((prop-2-yn-1-yloxy)methyl)piperidine hydrochloride